CC1=C(OC2=C(C=C(C=C2C1=O)C)[C@@H](C)NC1=C(C(=O)O)C=CC=C1)C=1C=CC=2N(C1)N=CC2 2-[[(1R)-1-(3,6-dimethyl-4-oxo-2-pyrazolo[1,5-a]pyridin-6-yl-chromen-8-yl)ethyl]amino]benzoic acid